tert-butyl (1-(5-(3-chlorophenyl)-7-((2-(trimethylsilyl)ethoxy)methyl)-7H-pyrrolo[2,3-d]pyrimidin-4-yl)piperidin-4-yl)(methyl)carbamate ClC=1C=C(C=CC1)C1=CN(C=2N=CN=C(C21)N2CCC(CC2)N(C(OC(C)(C)C)=O)C)COCC[Si](C)(C)C